CC1=NC(=CC(=C1)C1=C(C=CC=C1)C1=C(C(=NC(=C1N1C2=CC=C(C=C2C=2C=C(C=CC12)C#N)C#N)N1C2=CC=C(C=C2C=2C=C(C=CC12)C#N)C#N)N1C2=CC=C(C=C2C=2C=C(C=CC12)C#N)C#N)N1C2=CC=C(C=C2C=2C=C(C=CC12)C#N)C#N)C 9,9',9'',9'''-(4-(2-(2,6-dimethylpyridin-4-yl)phenyl)pyridine-2,3,5,6-tetrayl)tetrakis(9H-carbazole-3,6-dicarbonitrile)